2-cyclohexyl-N4-(2-(4-methylpiperazin-1-yl)ethyl)-N6-pyridin-2-ylmethyl-1,3,5-triazine-2,4,6-triamine C1(CCCCC1)C1(NC(=NC(=N1)NCCN1CCN(CC1)C)NCC1=NC=CC=C1)N